C(C)(=O)OC1=CC=CC2=CC=CC=C12 alpha-Naphthol acetate